(2-Acrylethoxy)trimethylsilane (S)-tert-butyl(1-oxo-1-((4-((4-(trifluoromethyl)benzyl)oxy)benzyl)amino)penta-2-yl)carbamate C(C)(C)(C)N(C(O)=O)[C@H](C(NCC1=CC=C(C=C1)OCC1=CC=C(C=C1)C(F)(F)F)=O)CCC.C(=O)(C=C)CCO[Si](C)(C)C